O=C(CN1C(=CC=C1)C=O)C1=CC=CC=C1 (2-oxo-2-phenylethyl)-1H-pyrrole-2-formaldehyde